N1=CN=CC2=C1C(=NC=C2)C(=O)N pyrido[3,4-d]pyrimidine-8-carboxamide